FC1([C@@H]2C[C@H](C[C@H](C1)N2C(=O)OC(C)(C)C)N(C)C=2N=NC(=CC2)C2=C(C=C(C=C2)C2=CN=NC(=C2)OC)OCOC)F tert-butyl (1R,3S,5S)-6,6-difluoro-3-((6-(2-(methoxymethoxy)-4-(6-methoxypyridazin-4-yl)phenyl)pyridazin-3-yl)(methyl)amino)-8-azabicyclo[3.2.1]octane-8-carboxylate